methyl 5-(2-cyanoacetamido)-6-((4-methoxyphenyl)amino)nicotinate C(#N)CC(=O)NC=1C(=NC=C(C(=O)OC)C1)NC1=CC=C(C=C1)OC